C(C1=CC=CC=C1)OC(=O)N1[C@H](CCC1)C1=NC2=NC=NC(=C2N1)C(=O)O (R)-8-(1-((benzyloxy)carbonyl)pyrrolidine-2-yl)-7H-purine-6-carboxylic acid